6-methoxy-2,7-dimethyl-5-(4,4,5,5-tetramethyl-1,3,2-dioxaborolan-2-yl)indazole COC=1C(=CC2=CN(N=C2C1C)C)B1OC(C(O1)(C)C)(C)C